3-({5-chloro-4-[(3,4-difluorobenzyl)amino]pyrimidin-2-yl}amino)-N-(piperidin-3-yl)benzamide ClC=1C(=NC(=NC1)NC=1C=C(C(=O)NC2CNCCC2)C=CC1)NCC1=CC(=C(C=C1)F)F